1-(4-methylphenyl)-1-butanone CC1=CC=C(C=C1)C(CCC)=O